COC1=NC(=NC(=C1)OC)OC1=CC=C(C=NO)C=C1 4-(4,6-dimethoxypyrimidine-2-oxy)benzaldehyde oxime